CC1=NOC(=C1C=1C=C2C(=NC1)N(C=C2C=2C(=CC(=NC2OCC)C(=O)O)OCC)C2=C(C=CC=C2)F)C 5-(5-(3,5-dimethylisoxazol-4-yl)-1-(2-fluorophenyl)-1H-pyrrolo[2,3-b]pyridin-3-yl)-4,6-diethoxypicolinic acid